[Pb].[Ge].[Te].FC1=CC=C(C=C1)C=CC(C)N1CCOCC1 4-(4-(4-fluorophenyl)but-3-en-2-yl)morpholine tellurium-germanium-lead